(R)-3-methylpiperidine-3-carboxylic acid ethyl ester C(C)OC(=O)[C@]1(CNCCC1)C